3-chloro-5,6-difluoro-2-methyl-4-(1,2,3,4-tetrahydroisoquinolin-5-yl)-1H-indole-7-carboxamide hydrochloride salt Cl.ClC1=C(NC2=C(C(=C(C(=C12)C1=C2CCNCC2=CC=C1)F)F)C(=O)N)C